C1(CC1)N1C=C(C(C2=CC(=C(C=C12)N1CCNCC1)F)=O)C(=O)O 1-cyclopropyl-6-fluoro-1,4-dihydro-4-oxo-7-(1-piperazinyl)-3-quinolinecarboxylic acid